(1R,3R,5R)-N-((R)-cyclopropyl(2-methoxy-4-(trifluoromethyl)phenyl)methyl)-2-(3-(methylsulfonyl)benzoyl)-2-azabicyclo[3.1.0]hexane-3-carboxamide C1(CC1)[C@@H](NC(=O)[C@@H]1N([C@@H]2C[C@@H]2C1)C(C1=CC(=CC=C1)S(=O)(=O)C)=O)C1=C(C=C(C=C1)C(F)(F)F)OC